BrC1=C(C=CC2=C1NC(=NS2(=O)=O)Cl)F 5-bromo-3-chloro-6-fluoro-4H-benzo[e][1,2,4]thiadiazine 1,1-dioxide